C(C)OC(=O)C=1N(N=C2C1NCC[C@H]2N2CCN(CC2)S(=O)(=O)C2=C(C=CC=C2)[N+](=O)[O-])C2=CC=C(C=C2)OC2=CC=C(C=C2)C.C2(=CC=CC=C2)S(=O)(=O)C(C)(C)S(=O)(=O)C2=CC=CC=C2 2,2-bis(phenylsulfonyl)propane ethyl-(7R)-2-[4-(4-methylphenoxy)phenyl]-7-[4-(2-nitrobenzene-1-sulfonyl)piperazin-1-yl]-4,5,6,7-tetrahydro-2H-pyrazolo[4,3-b]pyridine-3-carboxylate